3-(2-(5-chloro-1-p-toluenesulfonyl-1H-pyrrolo[2,3-b]pyridin-3-yl)-5-fluoro-7H-pyrrolo[2,3-d]pyrimidin-7-yl)-4,4-dimethylpentanoic acid ethyl ester C(C)OC(CC(C(C)(C)C)N1C=C(C2=C1N=C(N=C2)C2=CN(C1=NC=C(C=C12)Cl)S(=O)(=O)C1=CC=C(C)C=C1)F)=O